ClC1=NC(=CC(=C1)C(C(F)(F)F)([2H])[2H])Cl 2,6-dichloro-4-(2,2,2-trifluoroethyl-1,1-d2)pyridine